COC1=C(C=C(C=C1)/C=C/C(=O)C1=C(C(=O)O)C=CC=C1)OC(F)(F)F 2-[(E)-3-[4-Methoxy-3-(trifluoromethoxy)phenyl]prop-2-enoyl]benzoic acid